2-(2,6-Dioxopiperidin-3-yl)-5-(2,7-diazaspiro[3.5]non-7-yl)isoindoline-1,3-dione hydrochloride Cl.O=C1NC(CCC1N1C(C2=CC=C(C=C2C1=O)N1CCC2(CNC2)CC1)=O)=O